6-amino-7-(3-hydroxy-2,6-dimethylphenyl)-2-methylbenzo[d]thiazole-5-carboxamide NC1=C(C2=C(N=C(S2)C)C=C1C(=O)N)C1=C(C(=CC=C1C)O)C